C[Si](CCOCN1C=NC2=C1C=CC=C2C=2C=NC=CC2N)(C)C 3-[1-(2-trimethylsilylethoxymethyl)-benzoimidazol-4-yl]pyridin-4-amine